3,3-dimethyl-1-(4-sulfonatobutyl)-3H-indol-1-ium-5-sulfonate CC1(C=[N+](C2=CC=C(C=C12)S(=O)(=O)[O-])CCCCS(=O)(=O)[O-])C